N-(adamantan-1-yl)-4,5-dihydro-4-(4-fluoro-1-butyl)-7-(3-carboxy-1-oxopropoxy)-2-methyl-5-oxo-2H-pyrazolo[4,3-b]pyridin-6-carboxamide sodium salt [Na+].C12(CC3CC(CC(C1)C3)C2)NC(=O)C2=C(C=3C(N(C2=O)CCCCF)=CN(N3)C)OC(CCC(=O)[O-])=O